(2-(Propanesulfonyloxy)ethyl)(trifluoromethanesulfonyl)amide C(CC)S(=O)(=O)OCC[N-]S(=O)(=O)C(F)(F)F